N[C@@H](CC1=CNC=N1)C(=O)O |r| racemic-DL-histidine